(3z,6z)-3-(4-fluoro-2,3,5,6-tetradeutero-phenyl)methylene-6-((5-tert-butyl-1H-imidazol-4-yl)deutero-methylene)piperazine-2,5-dione FC1=C(C(=C(C(=C1[2H])[2H])\C=C/1\C(N\C(\C(N1)=O)=C(\[2H])/C=1N=CNC1C(C)(C)C)=O)[2H])[2H]